C(CCCCCCCCCCC)(=O)N[C@@H]([C@@H](C)CC)C(=O)O N-lauroyl-L-isoleucine